O1C[C@H]([C@H]2[C@@H]1OCC2)CN\C(=N\[N+](=O)[O-])\NC (E)-1-(((3R,3aS,6aR)-hexahydrofuro[2,3-b]furan-3-yl)methyl)-3-methyl-2-nitroguanidine